(4-(3,4-difluoro-2-(trifluoromethyl)phenyl)piperidin-1-yl)(4,5,6,7-tetrahydro-1H-pyrazolo[4,3-c]pyridin-3-yl)methanone FC=1C(=C(C=CC1F)C1CCN(CC1)C(=O)C1=NNC2=C1CNCC2)C(F)(F)F